N-(3-cyano-4-methylphenyl)-3-((4-methylpiperazin-1-yl)methyl)-5-(trifluoromethyl)benzamide C(#N)C=1C=C(C=CC1C)NC(C1=CC(=CC(=C1)C(F)(F)F)CN1CCN(CC1)C)=O